4-cyano-N-(1-(4-(6-cyclopropyl-2-(hydroxymethyl)pyridin-3-yl)phenyl)cyclobutyl)benzamide C(#N)C1=CC=C(C(=O)NC2(CCC2)C2=CC=C(C=C2)C=2C(=NC(=CC2)C2CC2)CO)C=C1